CC(P([O-])(=O)[O-])C dimethylmethanphosphonate